CC(CC(C(NC(C=O)CC1C(NCC1)=O)=O)NC(OC(C(F)(F)C1=CC(=CC=C1)Cl)C1=CC(=CC=C1)Cl)=O)C 1,2-bis(3-chlorophenyl)-2,2-difluoroethyl (4-methyl-1-oxo-1-((1-oxo-3-(2-oxopyrrolidin-3-yl)propan-2-yl)amino)pentan-2-yl)carbamate